2-((S)-1-(1-(3-isopropyl-1,2,4-oxadiazol-5-yl)piperidin-4-yl)ethoxy)-5-bromothiazolo[5,4-b]pyridine C(C)(C)C1=NOC(=N1)N1CCC(CC1)[C@H](C)OC=1SC2=NC(=CC=C2N1)Br